ON1[C@@H]2CC[C@H](N(C1=O)C2)C(NS(=O)(=O)CCOC)=N (2S,5R)-6-hydroxy-N-((2-methoxyethyl)sulfonyl)-7-oxo-1,6-diazabicyclo[3.2.1]octane-2-carboximidamide